CSC1=CC=C(C=C1)C=1OC(=C(N1)C(=O)NCCC)C1=CC=CC=C1 2-(4-(methylsulfanyl)phenyl)-5-phenyl-N-propylOxazole-4-carboxamide